rac-5-[(2R,5S)-5-methyl-2-piperidyl]-1,3-dihydrobenzimidazol-2-one C[C@H]1CC[C@@H](NC1)C1=CC2=C(NC(N2)=O)C=C1 |r|